N1(N=CC=C1)C1=C(C=CC=C1)C1=NC(=NC(=N1)C1=C(C=CC=C1)N1N=CC=C1)C1=C(C=CC=C1)N1N=CC=C1 2,4,6-tris(2-(1H-pyrazol-1-yl)phenyl)-1,3,5-triazine